(2-amino-6-fluorophenyl)-6-chloro-1-(4,6-diisopropylpyrimidin-5-yl)-2-oxo-4-(piperazin-1-yl)-1,2-dihydro-1,8-naphthyridine-3-carbonitrile NC1=C(C(=CC=C1)F)C1=C2C(=C(C(N(C2=NC=C1Cl)C=1C(=NC=NC1C(C)C)C(C)C)=O)C#N)N1CCNCC1